O=C1CCN(CC1)C1=CC=CC=2N(CCOC21)[C@H]2C(NC(CC2)=O)=O (3R)-3-[8-(4-oxo-1-piperidyl)-2,3-dihydro-1,4-benzoxazin-4-yl]piperidine-2,6-dione